Methyl ((1R,3R)-3-(6-((6'-methoxy-[2,3'-bipyridin]-6-yl)amino)-3-methyl-2-oxo-2,3-dihydro-1H-imidazo[4,5-c]pyridin-1-yl)cyclopentyl)carbamate COC1=CC=C(C=N1)C1=NC(=CC=C1)NC1=CC2=C(C=N1)N(C(N2[C@H]2C[C@@H](CC2)NC(OC)=O)=O)C